8-(1-(but-2-ynoyl)azetidin-3-yl)-2-(4-phenoxyphenyl)-5,6,7,8-tetrahydroimidazo[1,2-b]pyridazine-3-carboxamide C(C#CC)(=O)N1CC(C1)C1C=2N(NCC1)C(=C(N2)C2=CC=C(C=C2)OC2=CC=CC=C2)C(=O)N